4-but-3-enylbenzaldehyde C(CC=C)C1=CC=C(C=O)C=C1